2-(2-(6-((cis)-2,6-dimethylmorpholino)pyridin-2-yl)-1,6-naphthyridin-7-yl)-N-(3-methoxy-5-(methylsulfonyl)phenyl)acetamide C[C@@H]1O[C@@H](CN(C1)C1=CC=CC(=N1)C1=NC2=CC(=NC=C2C=C1)CC(=O)NC1=CC(=CC(=C1)S(=O)(=O)C)OC)C